C(C)N1C=NC2=C1N=NC=C2C2=CC(=C(C=C2)F)C2=C(C1=C(N(N=N1)C1COCC1)C=C2)COC 7-Ethyl-4-(4-fluoro-3-(4-(methoxymethyl)-1-(tetrahydrofuran-3-yl)-1H-benzo[d][1,2,3]triazol-5-yl)phenyl)-7H-imidazo[4,5-c]pyridazine